4-CYCLOPROPOXY-5-FORMYL-N-METHYLPICOLINAMIDE C1(CC1)OC1=CC(=NC=C1C=O)C(=O)NC